1,2-bis[(1-hydroxy)cyclohexyl]acetylene OC1(CCCCC1)C#CC1(CCCCC1)O